NC=1C(=CC=2C(=NC(N2)([2H])[2H])C1)C(=O)NCC1(CCC1)C 6-amino-2,2-dideutero-N-[(1-methylcyclobutyl)methyl]-1,3-benzodiazole-5-carboxamide